(4-(2-chlorophenyl)thiazol-2-yl)picolinamide ClC1=C(C=CC=C1)C=1N=C(SC1)C=1C(=NC=CC1)C(=O)N